COC=1N=NC2=CC(=CC=C2C1)C1=NC(=CC=C1C=1C=NN(C1)CC1(CC(CC1)=O)C)C 3-((4-(2-(3-methoxycinnolin-7-yl)-6-methylpyridin-3-yl)-1H-pyrazol-1-yl)methyl)-3-methylcyclopentan-1-one